C(C1=CC=CC=C1)C1[C@](C1)(C=C)N(C(=O)OC(C(F)(F)F)C1=CC=2N(C=C1)N=CC2)CC(CC=C)NC(=O)OC(C)(C)C 2,2,2-Trifluoro-1-(pyrazolo[1,5-a]pyridin-5-yl)ethan-1-ol benzyl-(S)-(2-((tert-butoxycarbonyl)amino)pent-4-en-1-yl)(1-vinylcyclopropyl)carbamate